ClC=1C(=C(C(=CC1C)O)[C@H](N[S@@](=O)C(C)(C)C)C1CCN(CC1)C(=O)[C@@H]1OC(OC1)(C)C)F (S)-N-[(R)-(3-chloro-2-fluoro-6-hydroxy-4-methylphenyl)([1-[(4R)-2,2-dimethyl-1,3-dioxolane-4-carbonyl]piperidin-4-yl])methyl]-2-methylpropane-2-sulfinamide